benzyl (3S,5S)-3-((6-(2,3-difluoro-4-((phenylmethyl) sulfonamido)phenyl)-7-((1,1-difluoropropan-2-yl)oxy)pyrido[2,3-d]pyrimidin-2-yl)amino)-5-fluoropiperidine-1-carboxylate FC1=C(C=CC(=C1F)NS(=O)(=O)CC1=CC=CC=C1)C1=CC2=C(N=C(N=C2)N[C@@H]2CN(C[C@H](C2)F)C(=O)OCC2=CC=CC=C2)N=C1OC(C(F)F)C